NCCONC(C1=C(C=C(C=C1)NC=1C=2N(C=CN1)C(=CN2)C=2C(=NN(C2)CC#N)C(F)(F)F)Cl)=O N-(2-aminoethoxy)-2-chloro-4-[[3-[1-(cyanomethyl)-3-(trifluoromethyl)pyrazol-4-yl]imidazo[1,2-a]pyrazin-8-yl]amino]benzamide